N-benzyl-3-(6-(2-(trifluoromethyl)phenyl)-2H-indazol-2-yl)propan-1-amine C(C1=CC=CC=C1)NCCCN1N=C2C=C(C=CC2=C1)C1=C(C=CC=C1)C(F)(F)F